5-((((1R,2R)-2-hydroxycyclopentyl)amino)methyl)-N-(3'-(5-(((2-hydroxyethyl)(methyl)amino)methyl)picolinamido)-2,2'-dimethyl-[1,1'-biphenyl]-3-yl)-4-methoxypicolinamide O[C@H]1[C@@H](CCC1)NCC=1C(=CC(=NC1)C(=O)NC=1C(=C(C=CC1)C1=C(C(=CC=C1)NC(C1=NC=C(C=C1)CN(C)CCO)=O)C)C)OC